3-chloro-8-((R)-1-methylpiperidin-3-yl)-5,6,7,8-tetrahydropyrido[2,3-c]pyridazin-5-ol ClC1=CC2=C(N=N1)N(CCC2O)[C@H]2CN(CCC2)C